1-(2-bromophenyl)cyclopropan-1-amine BrC1=C(C=CC=C1)C1(CC1)N